rac-Methyl 5-fluoro-2-(4-methoxybenzyl)-3-oxoisoindoline-1-carboxylate FC=1C=C2C(N([C@H](C2=CC1)C(=O)OC)CC1=CC=C(C=C1)OC)=O |r|